BrC1=C(C=C(N)C=C1)OCCOC 4-bromo-3-(2-methoxyethoxy)aniline